OOC(C=C)=O Acrylic acid hydroxy ester